((2R,3S,4R,5R)-5-(4-aminopyrrolo[2,1-f][1,2,4]triazin-7-yl)-5-cyano-3,4-dihydroxytetrahydrofuran-2-yl)methyl ((R)-2-(3-cyanobenzamido)-3-(octadecyloxy)propyl) hydrogen phosphate P(=O)(OC[C@H]1O[C@@]([C@@H]([C@@H]1O)O)(C#N)C1=CC=C2C(=NC=NN21)N)(OC[C@@H](COCCCCCCCCCCCCCCCCCC)NC(C2=CC(=CC=C2)C#N)=O)O